2-[[3-(4-chloro-2-fluoro-phenyl)-5-methyl-triazol-4-yl]methyl]-5-[4-(2-ethylimidazol-1-yl)-1-piperidyl]pyridazin-3-one ClC1=CC(=C(C=C1)N1N=NC(=C1CN1N=CC(=CC1=O)N1CCC(CC1)N1C(=NC=C1)CC)C)F